(4R)-4-{[1-(tert-butoxycarbonyl)-5,5-dimethyl-2-oxopyrrolidin-3-yl](methylsulfonyloxy)methyl}-2,2-dimethyl-1,3-oxazolidine-3-carboxylic acid tert-butyl ester C(C)(C)(C)OC(=O)N1C(OC[C@@H]1C(OS(=O)(=O)C)C1C(N(C(C1)(C)C)C(=O)OC(C)(C)C)=O)(C)C